(3R,4S,6R,7R)-6-(6-benzamido-9H-purin-9-yl)-4-((bis(4-methoxyphenyl)(phenyl)methoxy)methyl)-1,1-difluoro-5-oxaspiro[2.4]heptan-7-yl (2-cyanoethyl) diisopropylphosphoramidite C(C)(C)N(P(O[C@H]1[C@@H](O[C@@H]([C@]12CC2(F)F)COC(C2=CC=CC=C2)(C2=CC=C(C=C2)OC)C2=CC=C(C=C2)OC)N2C1=NC=NC(=C1N=C2)NC(C2=CC=CC=C2)=O)OCCC#N)C(C)C